3,6-dichlorobenzo[4,5]thieno[3,2-c]pyridazine ClC1=CC2=C(N=N1)C1=C(S2)C(=CC=C1)Cl